C(N)(=N)NCC(=O)[O-] carbamimidoylglycinate